rac-N~2~-{(3S,4S)-7-cyclopropyl-4-[(2,3'-difluoro[1,1'-biphenyl]-3-yl)methyl]-6-oxo-1,3,4,6-tetrahydro-2H-quinolizin-3-yl}-N~1~,N~1~-dimethylethanediamide C1(CC1)C=1C(N2[C@H]([C@H](CCC2=CC1)NC(C(=O)N(C)C)=O)CC=1C(=C(C=CC1)C1=CC(=CC=C1)F)F)=O |r|